[Si](C)(C)(C(C)(C)C)OC[C@@H]1[C@@H](C[C@@H](O1)N1C(NC(C(=C1)C)=O)=O)O 1-[(2R,4R,5R)-5-{[(tert-butyldimethylsilyl)oxy]methyl}-4-hydroxyoxolan-2-yl]-5-methyl-3H-pyrimidine-2,4-dione